2-Bromo-5-(trifluoromethyl)pyridin-4-amine BrC1=NC=C(C(=C1)N)C(F)(F)F